Tert-butyl 1-ethyl-3-triphenylmethyl-3,8-diazabicyclo[3.2.1]octan-8-carboxylate C(C)C12CN(CC(CC1)N2C(=O)OC(C)(C)C)C(C2=CC=CC=C2)(C2=CC=CC=C2)C2=CC=CC=C2